COC1=C(C(=C(C(=C1)C)C\C=C(\C=C)/C)C)C (E)-1-(4-methoxy-2,3,6-trimethylphenyl)-3-methyl-2,4-pentadiene